NC=1C(=NC(=CC1)C1=CC=C(C=C1)F)NC(C1=CN=CC=C1)=O N-(3-amino-6-(4-fluorophenyl)pyridin-2-yl)nicotinamide